1-(5-((2R,4S)-2-(2,5-difluorophenyl)-4-fluoropyrrolidin-1-yl)pyrazolo[1,5-a]pyrimidin-3-yl)-3-((1R,2R)-2-hydroxycyclopropyl)thiourea FC1=C(C=C(C=C1)F)[C@@H]1N(C[C@H](C1)F)C1=NC=2N(C=C1)N=CC2NC(=S)N[C@H]2[C@@H](C2)O